C(C)C1=C(C=CC(=N1)N)C=1C=CC=C2C(=CC=NC12)C 6-ethyl-5-(4-methylquinolin-8-yl)pyridin-2-amine